CN1N=CC(=C1)C=1OC=CN1 2-(1-methyl-1H-pyrazol-4-yl)-1,3-oxazole